C(C)N(C(=O)NC1=NC2=C(N1)C=CC(=C2)C2=C(C=CC(=C2)CC2=NNC(C1=CC=CC=C21)=O)F)CC 1,1-diethyl-3-(5-(2-fluoro-5-((4-oxo-3,4-dihydrophthalazin-1-yl)methyl)phenyl)-1H-benzimidazol-2-yl)urea